benzyl 3-nitrophenyl ether [N+](=O)([O-])C=1C=C(C=CC1)OCC1=CC=CC=C1